chloro-2'-fluoroacetanilide ClCC(=O)NC1=C(C=CC=C1)F